2-fluoro-4-isobutyl-6-(4-((3-methylpyridin-2-yl)methyl)piperazin-1-yl)benzonitrile FC1=C(C#N)C(=CC(=C1)CC(C)C)N1CCN(CC1)CC1=NC=CC=C1C